C(C)(C)(C)OC(NC=1C(=C2C(=NC1)SC(=N2)C)I)=O (7-Iodo-2-methylthiazolo[5,4-b]pyridin-6-yl)carbamic acid tert-butyl ester